ClC1=CC=C(C=C1)C=1C2=C(NC([C@@H](N1)[C@H](C(=O)OC)C)=S)C=CC(=C2)OC Methyl (R)-2-((S)-5-(4-chlorophenyl)-7-methoxy-2-thioxo-2,3-dihydro-1H-benzo[e][1,4]diazepin-3-yl)propanoate